C(C=C)(=O)NC1=NC(=CC=C1)NC(C=C)=O 2,6-diacryloylaminopyridine